5,6-dibromo-4H-chromen-4-thione BrC1=C2C(C=COC2=CC=C1Br)=S